tert-Butyl 4-(5-(2-methoxy-4'-(3-methyl-2-oxoimidazolidin-1-yl)-[1,1'-biphenyl]-3-yl)isoxazol-3-yl)piperazine-1-carboxylate COC1=C(C=CC=C1C1=CC(=NO1)N1CCN(CC1)C(=O)OC(C)(C)C)C1=CC=C(C=C1)N1C(N(CC1)C)=O